CC1(OC(C(C(O1)=O)(CCC)CCC)=O)C 2,2-dimethyl-5,5-dipropyl-1,3-dioxane-4,6-dione